C(C)C1OCC1CCOC(C(=C)C)=O 2-ethyl-3-(methacryloyloxyethyl)oxetane